Lithium-tellurium silicon-lead bismuth [Bi].[Pb].[Si].[Te].[Li]